3-(3-bromo-2-fluorophenyl)propanoyl chloride BrC=1C(=C(C=CC1)CCC(=O)Cl)F